(R)-2-((1-(2-cyano-3-(4-(ethoxymethyl)piperidin-1-yl)-7-methylquinoxalin-5-yl)ethyl)amino)benzoic acid C(#N)C1=NC2=CC(=CC(=C2N=C1N1CCC(CC1)COCC)[C@@H](C)NC1=C(C(=O)O)C=CC=C1)C